1-[2-(6-methylpyridazin-4-yl)-6-[5-[(6-methylpyridazin-3-yl)amino]benzimidazol-1-yl]-3-pyridyl]ethanol zinc [Zn].CC1=CC(=CN=N1)C1=NC(=CC=C1C(C)O)N1C=NC2=C1C=CC(=C2)NC=2N=NC(=CC2)C